N-(3-(benzyloxy)phenyl)-2-(7-chloroimidazo[1,2-a]pyridine-2-carbonyl)hydrazine-1-carbothioamide C(C1=CC=CC=C1)OC=1C=C(C=CC1)NC(=S)NNC(=O)C=1N=C2N(C=CC(=C2)Cl)C1